FC(C=1C=CC(=C(C1)O)C1=CN=C(S1)C1=CC=C(C=C1)C(F)(F)F)(F)F 5-(trifluoromethyl)-2-(2-(4-(trifluoromethyl)phenyl)thiazol-5-yl)phenol